CC(C)CCC[C@@H](C)[C@H]1CC[C@H]2[C@@H]3CC=C4C[C@H](CC[C@]4(C)[C@H]3CC[C@]12C)OCCCCCCCCOC(CCOCCCCCCCC\C=C/C\C=C/CCCCC)N(C)C ((8-[(3beta)-cholest-5-en-3-yloxy]octyl)oxy)-N,N-dimethyl-3-[(9Z,12Z)-octadeca-9,12-dien-1-yloxy]propan-1-amine